(2R,3S)-N-((3S)-5-(2-methylphenyl)-2-oxo-2,3-dihydro-1H-1,4-benzodiazepin-3-yl)-2,3-bis(3,3,3-trifluoropropyl)succinamide CC1=C(C=CC=C1)C1=N[C@@H](C(NC2=C1C=CC=C2)=O)NC([C@@H]([C@@H](C(=O)N)CCC(F)(F)F)CCC(F)(F)F)=O